1-(4-(6-(2-(2,5-dimethyl-1H-pyrrol-1-yl)-8-methyl-[1,2,4]triazolo[1,5-a]pyridin-7-yl)pyrazin-2-yl)-1H-pyrazol-1-yl)-1-(4-fluorophenyl)-2-methylpropan-2-ol CC=1N(C(=CC1)C)C1=NN2C(C(=C(C=C2)C2=CN=CC(=N2)C=2C=NN(C2)C(C(C)(O)C)C2=CC=C(C=C2)F)C)=N1